2-hydroxy-1-(piperazine-1-yl)ethylketon OCC(N1CCNCC1)C(=O)C(CO)N1CCNCC1